ClC1=C(C=CC=C1)NC1=CC(=NN1C)C N-(2-chlorophenyl)-1,3-dimethyl-1H-pyrazol-5-amine